CN(CCCNC(C1=CC=C(C=C1)C=1N=CC=2N(C1)C(=CN2)C2=CSC=C2)=O)C N-[3-(dimethylamino)propyl]-4-[3-(3-thienyl)imidazo[1,2-a]pyrazin-6-yl]benzamide